(hydroxyethyl) methacrylate C(C(=C)C)(=O)OCCO